OC1=C(C=C(C=C1)C1(C(N(C2=CC=CC=C12)C1=CC=CC=C1)=O)C1=CC(=C(C=C1)O)C1=CC=CC=C1)C1=CC=CC=C1 3,3-bis(4-hydroxy-3-phenylphenyl)-1-phenyl-1H-indol-2-one